C(C)N1[C@@H](CC[C@H](C1)NOCC1=CC=CC=C1)C(=O)O (2S,5R)-ethyl-5-((benzyloxy)amino)piperidine-2-carboxylic acid